FC1=CC=C2C=C(C=NC2=C1)\C=C\C(CCCCC1=NC=2NCCCC2C=C1)O (E)-1-(7-fluoroquinolin-3-yl)-7-(5,6,7,8-tetrahydro-1,8-naphthyridin-2-yl)hept-1-en-3-ol